2-(1-(2-(methylamino)-5-nitrophenyl)-1H-imidazol-4-yl)-5-(trifluoromethoxy)phenol CNC1=C(C=C(C=C1)[N+](=O)[O-])N1C=NC(=C1)C1=C(C=C(C=C1)OC(F)(F)F)O